tert-butyl 4-((1-(2-bromoacetyl)piperidin-4-yl)methyl)piperazine-1-carboxylate BrCC(=O)N1CCC(CC1)CN1CCN(CC1)C(=O)OC(C)(C)C